1-Propyl-3-methylimidazolium tetrafluoroborat F[B-](F)(F)F.C(CC)N1C=[N+](C=C1)C